N(=[N+]=[N-])C1=C(C(=O)O)C=CC=N1 azidonicotinic acid